(R)-3-(3-(1-fluorocyclopropyl)phenyl)-1-(4-fluorophenyl)-N-((S)-3-methyl-1,1-dioxidotetrahydrothiophen-3-yl)-4,5,6,7-tetrahydro-1H-indazole-6-carboxamide FC1(CC1)C=1C=C(C=CC1)C1=NN(C=2C[C@@H](CCC12)C(=O)N[C@@]1(CS(CC1)(=O)=O)C)C1=CC=C(C=C1)F